FC(CC(C(=O)NC1=NC=CC(=C1)C1=C(C=2C(N(C=CC2N1)C)=O)C1=CC=C(C=C1)F)C1=CC=C(C=C1)F)F 4,4-difluoro-2-(4-fluorophenyl)-N-{4-[3-(4-fluorophenyl)-5-methyl-4-oxo-4,5-dihydro-1H-pyrrolo[3,2-c]pyridin-2-yl]pyridin-2-yl}butanamide